O1C(CCC1)OC(C=C)=O acrylic acid tetrahydrofuranyl ester